BrC1=NO[C@@H](C1)C=1C=C(C=CC1NC1CCC(CC1)C(F)(F)F)S(=O)(=O)NC 3-[(5S)-3-Bromo-4,5-dihydroisoxazol-5-yl]-N-methyl-4-[[4-(trifluoromethyl)cyclohexyl]amino]benzenesulfonamide